COC1=C2C(=NC=C1OC1=CC(=NC=C1)NC(=O)C1CC1)N=C(N2C)NC2=NN(C(=C2)C(C(F)(F)F)(F)F)[C@H]2COCC2 (R)-N-(4-((7-methoxy-1-methyl-2-((5-(perfluoroethyl)-1-(tetrahydrofuran-3-yl)-1H-pyrazol-3-yl)amino)-1H-imidazo[4,5-b]pyridin-6-yl)oxy)pyridin-2-yl)cyclopropanecarboxamide